FC1=CC(=C(C=C1O)C1=CC(=NO1)CN1C(=NC=2CCCCC2C1=O)C)C(F)(F)F 3-((5-(4-Fluoro-5-hydroxy-2-(trifluoromethyl)phenyl)isoxazol-3-yl)methyl)-2-methyl-5,6,7,8-tetrahydroquinazolin-4(3H)-one